The molecule is a member of the class of xanthones that is methyl (1R)-2,3,4,9-tetrahydro-1H-xanthene-1-carboxylate substituted by hydroxy groups at positions 1, 2 and 8, a hydroxymethyl group at position 6 and an oxo group at position 9. It has been isolated from the sea fan derived fungus Aspergillus sydowii. It has a role as an Aspergillus metabolite. It is a member of phenols, an aromatic primary alcohol, a member of xanthones, a methyl ester, a tertiary alcohol and a secondary alcohol. COC(=O)[C@@]1([C@@H](CCC2=C1C(=O)C3=C(C=C(C=C3O2)CO)O)O)O